N[C@H]1[C@@H]2N(C[C@H]1CC2)C(=O)C2=CC1=C(N(C(=N1)C1=CC3=C4N1C(CNC4=CC=C3C#N)C3CC3)C)C(=C2)F 5-(5-((1R,4R,7R)-7-amino-2-azabicyclo[2.2.1]heptane-2-carbonyl)-7-fluoro-1-methyl-1H-benzo[d]imidazol-2-yl)-3-cyclopropyl-2,3-dihydro-1H-pyrrolo[1,2,3-de]quinoxaline-7-carbonitrile